C(C)(C)(C)OC(=O)NC=1SC2=C(C1C#N)C(=CC=C2F)C2=C(C=C1C(=NC=NC1=C2F)N2C1COCC2CN(C1)C(=O)OC(C)(C)C)Cl tert-Butyl 9-[7-[2-(tert-butoxycarbonylamino)-3-cyano-7-fluoro-benzothiophen-4-yl]-6-chloro-8-fluoro-quinazolin-4-yl]-3-oxa-7,9-diazabicyclo[3.3.1]nonane-7-carboxylate